C1=NC2=C(N1)N=NN=N2 Imidazotetrazine